methyl 2-(3,4-difluoro-2-methyl-phenoxy)-5-methyl-6-(trifluoromethyl)pyridine-3-carboxylate FC=1C(=C(OC2=NC(=C(C=C2C(=O)OC)C)C(F)(F)F)C=CC1F)C